C[Si]1(CCN(CC1)C1=C(C(=O)O)C=CC(=C1)NS(=O)(=O)C(C)(C)C)C 2-(4,4-dimethyl-1,4-azasilinan-1-yl)-4-((1,1-dimethylethyl)sulfonamido)benzoic acid